NC1=C(C(=O)NCC(=O)N[C@H]2CN(CC2)CC2=C(C=C(C=C2)C)C)C=C(C=C1)C(F)(F)F (R)-2-amino-N-(2-((1-(2,4-dimethylbenzyl)pyrrolidin-3-yl)amino)-2-oxoethyl)-5-(trifluoromethyl)benzamide